tert-butyl 4-(4-chloro-5-((5'-fluoro-6'-methoxy-5-methyl-[3,3'-bipyridin]-6-yl)carbamoyl)-1H-pyrazol-1-yl)piperidine-1-carboxylate ClC=1C=NN(C1C(NC1=C(C=C(C=N1)C=1C=NC(=C(C1)F)OC)C)=O)C1CCN(CC1)C(=O)OC(C)(C)C